C(C)(=O)OC1CNC(C1)C(N[C@@H](C)C1=CC=C(C=C1)C1=C(N=CS1)C)=O 5-(((S)-1-(4-(4-methylthiazol-5-yl)phenyl)ethyl)carbamoyl)pyrrolidine-3-yl acetate